[(+)-2,2'-Bis(di-p-tolylphosphino)-1,1'-binaphthyl] palladium(II) chloride [Pd](Cl)Cl.C1(=CC=C(C=C1)P(C1=C(C2=CC=CC=C2C=C1)C1=C(C=CC2=CC=CC=C12)P(C1=CC=C(C=C1)C)C1=CC=C(C=C1)C)C1=CC=C(C=C1)C)C